C(C)(C)N1N=C(C2=NC=C(C=C21)C(=O)NC2(CS(C2)(=O)=O)C)C2=CC(=CC=C2)S(=O)(=O)C 1-isopropyl-N-(3-methyl-1,1-dioxo-thietan-3-yl)-3-(3-methylsulfonylphenyl)pyrazolo[4,3-b]pyridine-6-carboxamide